O(C#N)C1=CC(=CC(=C1)OC#N)OC#N 1,3,5-tricyanatobenzene